2-methoxy-3-[3-(pyrrolidin-1-yl)propoxy]-7,8,9,10-tetrahydrophenanthridin-6-ol trifluoroacetate FC(C(=O)O)(F)F.COC1=CC2=C3CCCCC3=C(N=C2C=C1OCCCN1CCCC1)O